NCCOCCOCCNC1=C2C(N(C(C2=CC=C1)=O)C1C(NC(CC1)=O)=O)=O 4-([2-[2-(2-aminoethoxy)ethoxy]ethyl]amino)-2-(2,6-dioxopiperidin-3-yl)-2,3-dihydro-1H-isoindole-1,3-dione